FC1=CC=C(C=C1)C=1N=C(N(C1C1=CC=NC=C1)CC(=O)N1CCNCC1)C 2-[4-(4-fluorophenyl)-2-methyl-5-(pyridin-4-yl)-1H-imidazol-1-yl]-1-(piperazin-1-yl)ethan-1-one